(1R,3S)-3-(5-((2-(2-(3-aminobicyclo[1.1.1]pentan-1-yl)ethyl)pyridin-4-yl)amino)-1-(tert-butyl)-1H-pyrazol-3-yl)cyclopentyl (4-nitrophenyl) carbonate C(O[C@H]1C[C@H](CC1)C1=NN(C(=C1)NC1=CC(=NC=C1)CCC12CC(C1)(C2)N)C(C)(C)C)(OC2=CC=C(C=C2)[N+](=O)[O-])=O